(E)-3,7,11,15-tetra-methylhexadeca-10,14-dien-1-yn-3-ol CC(C#C)(CCCC(CC\C=C(\CCC=C(C)C)/C)C)O